C(C)(C)C(C(=O)OCC(C)C)(C(C(=O)OCC(C)C)C(C)C)C#N diisobutyl 2,3-diisopropyl-2-cyanosuccinate